(2S,4R)-4-(2-((4-(4-hydroxypiperidin-1-yl)phenyl)amino)-2-oxoethyl)-1-(2-methylbenzofuro[3,2-d]pyrimidin-4-yl)pyrrolidine-2-carboxylic acid OC1CCN(CC1)C1=CC=C(C=C1)NC(C[C@H]1C[C@H](N(C1)C=1C2=C(N=C(N1)C)C1=C(O2)C=CC=C1)C(=O)O)=O